2,2'-propylidenebis(4,6-di-t-butylphenol) C(CC)(C1=C(C(=CC(=C1)C(C)(C)C)C(C)(C)C)O)C1=C(C(=CC(=C1)C(C)(C)C)C(C)(C)C)O